(2-[8-(trimethoxysilyl)octoxy]-5-hydroxyphenyl)tri(p-tolyl)phosphonium bromide [Br-].CO[Si](CCCCCCCCOC1=C(C=C(C=C1)O)[P+](C1=CC=C(C=C1)C)(C1=CC=C(C=C1)C)C1=CC=C(C=C1)C)(OC)OC